FC1=C(C=C(C=C1)C(=O)OC)C(COC(C(=O)OC(C)(C)C)C(=O)OC)=C 1-(tert-butyl) 3-methyl 2-((2-(2-fluoro-5-(methoxycarbonyl)phenyl)allyl)oxy)malonate